5-(4-(bicyclo[1.1.1]pentan-1-yl)benzamido)pyridin C12(CC(C1)C2)C2=CC=C(C(=O)NC=1C=CC=NC1)C=C2